1-(adamantan-1-ylmethyl)-4-bromo-5-menthyl-1H-pyrazole C12(CC3CC(CC(C1)C3)C2)CN2N=CC(=C2C2CC(CCC2C(C)C)C)Br